C(C)OC[B-](F)(F)F.[K+] potassium (ethoxymethyl)trifluoroborate